ClC=1C(=C(C=C(C1CC1=C(C(=C(C=C1)O)C(C)C)F)Cl)CCC(=O)N(C)C)F 3-(3,5-dichloro-2-fluoro-4-(2-fluoro-4-hydroxy-3-isopropylbenzyl)phenyl)-N,N-dimethylpropanamide